N[C@H]1COC2=CC(=CC(=C2C1)F)N1CCN(CC1)C(=O)OC(C)(C)C Tert-Butyl (R)-4-(3-amino-5-fluorochroman-7-yl)piperazine-1-carboxylate